N-[2-[4-(hydroxymethyl)cyclohexyl]-6-methoxy-indazol-5-yl]pyrimidine-5-carboxamide OCC1CCC(CC1)N1N=C2C=C(C(=CC2=C1)NC(=O)C=1C=NC=NC1)OC